ClC=1C(=CC=C2N=CC(=NC12)C=1C=NN(C1)CC1CN(C1)CC(=O)N1CC(C1)O)OC1=CC2=C(N=C(N2)C)C=C1 2-[3-[[4-[8-chloro-7-[(2-methyl-3H-benzimidazol-5-yl)oxy]quinoxalin-2-yl]pyrazol-1-yl]methyl]azetidin-1-yl]-1-(3-hydroxyazetidin-1-yl)ethanone